methylsaccharin CN1C(=O)C2=CC=CC=C2S1(=O)=O